C1=CN=C(N=C1)C#N CYANOPYRIMIDINE